FC1=CC=C(C=C1)N1CCN(CC1)CCCC1=NC=2C=CNC(C2C=C1)=O 3-(4-(4-fluorophenyl)piperazin-1-yl)propyl-1,6-naphthyridin-5(6H)-one